OC(CN1N(N(CCC1)CC(C)O)CC(C)O)C tris(2-hydroxy-propyl)hexahydrotriazine